CC1=C(N2C(=O)C3=C(N(C2=N1)C)N(C=N3)[C@H]4[C@@H]([C@@H]([C@H](O4)COP(=O)(O)O)O)O)CC([C@@H](C(=O)OC)NC(=O)OC)O hydroxywybutosine